6-(3,4-dimethylphenyl)-N-(1,1-dioxido-2,3-dihydrothiophen-3-yl)-4-oxo-1,4-dihydropyridine-3-carboxamide CC=1C=C(C=CC1C)C1=CC(C(=CN1)C(=O)NC1CS(C=C1)(=O)=O)=O